(2,7-di-tert-butylfluoren-9-yl)hafnium C(C)(C)(C)C1=CC=2C(C3=CC(=CC=C3C2C=C1)C(C)(C)C)[Hf]